OC1=C(C(=O)NCCCCCCC(C(=O)O)C(=O)O)C=CC=C1 2-[6-(2-hydroxybenzamido)hexyl]malonic acid